CN1N=CC(=C1)C=1C=C2N(N=CC=C2N2C[C@@H]3CCC(C2)N3C3CC(C3)C#N)C1 (1S,3s)-3-(3-(6-(1-methyl-1H-pyrazol-4-yl)pyrrolo[1,2-b]pyridazin-4-yl)-3,8-diazabicyclo[3.2.1]oct-8-yl)cyclobutane-1-carbonitrile